3-chloro-N-(6-methoxypyridin-2-yl)pyridin-4-amine ClC=1C=NC=CC1NC1=NC(=CC=C1)OC